7-[(2R,5S)-5-methyl-2-piperidyl]-3,4-dihydro-2H-1,4-benzoxazine C[C@H]1CC[C@@H](NC1)C1=CC2=C(NCCO2)C=C1